7-(1,2-dihydroxyethyl)-4-(4-(trifluoromethyl)phenyl)benzo[d]oxazol OC(CO)C1=CC=C(C=2N=COC21)C2=CC=C(C=C2)C(F)(F)F